CN1CCN(CC1)C1=CC=C2C=C(C(OC2=C1)=O)C=1SC=C(N1)CC(=O)O 2-(2-(7-(4-methylpiperazin-1-yl)-2-oxo-2H-chromen-3-yl)thiazol-4-yl)acetic acid